ClC1=C(C(=C(C=C1OC)OC)Cl)C=1N=C(C2=C(N1)C=NC(=C2)N[C@H]2[C@H](COC2)NC(C=C)=O)NCC2OCCC2 N-((3R,4S)-4-((2-(2,6-dichloro-3,5-dimethoxyphenyl)-4-(((tetrahydrofuran-2-yl)methyl)amino)pyrido[3,4-d]pyrimidin-6-yl)amino)tetrahydrofuran-3-yl)acrylamide